tert-Butyl (S)-((1-(2-chloro-3-(4-fluoro-2-methoxyphenoxy)-6-iodophenyl)piperidin-3-yl)methyl)carbamate ClC1=C(C(=CC=C1OC1=C(C=C(C=C1)F)OC)I)N1C[C@@H](CCC1)CNC(OC(C)(C)C)=O